CC1=CC=C(C=C1)S(=O)(=O)OC1CC2(COC2)C1 2-oxaspiro[3.3]heptan-6-yl 4-methylbenzenesulfonate